C(C)(C)(C)OC(=O)N1C[C@@H](CC(C1)(F)F)N1C(C(CCC1)OCC1=CC=CC=C1)=O (3'R)-3-(benzyloxy)-5',5'-difluoro-2-oxo[1,3'-bipiperidine]-1'-carboxylic acid tert-butyl ester